7-(4-((4-(1-cyclohexyl-1H-1,2,3-triazol-4-yl)-5-fluoropyrimidin-2-yl)amino)phenoxy)-N-hydroxyheptanamide C1(CCCCC1)N1N=NC(=C1)C1=NC(=NC=C1F)NC1=CC=C(OCCCCCCC(=O)NO)C=C1